1-Ethyl-6-oxoindolo[1,2-a]quinoxaline-5(6H)-carboxylic acid tert-butyl ester C(C)(C)(C)OC(=O)N1C(C=2N(C=3C(=CC=CC13)CC)C1=CC=CC=C1C2)=O